(R)-6-chloro-3-((1-(3,6-dimethyl-2-(4-(5-methyl-1H-1,2,3-triazol-1-yl)piperidin-1-yl)-4-oxo-3,4-dihydroquinazolin-8-yl)ethyl)amino)-N-(methylsulfonyl)picolinamide ClC1=CC=C(C(=N1)C(=O)NS(=O)(=O)C)N[C@H](C)C=1C=C(C=C2C(N(C(=NC12)N1CCC(CC1)N1N=NC=C1C)C)=O)C